4-amino-1-methyl-6-(trifluoromethyl)pyridin-2(1H)-one NC1=CC(N(C(=C1)C(F)(F)F)C)=O